1-((S)-2-((1R,3aS,3bR,5aS,8S,10aS,10bS,12aS)-8-hydroxy-8,10a,12a-trimethyloctadecahydrocyclohepta[a]cyclopenta[f]naphthalen-1-yl)propyl)-1H-pyrazole-4-carbonitrile O[C@]1(CC[C@H]2[C@@]([C@H]3CC[C@]4([C@H]([C@@H]3CC2)CC[C@@H]4[C@@H](CN4N=CC(=C4)C#N)C)C)(CC1)C)C